CN(C1=C2NC(N(C2=NC(=N1)C1=C(C=CC=C1)C(C)C)CC1=CC=C(C=C1)C=1N(C=C(N1)C(F)(F)F)C)=O)C 6-(dimethylamino)-2-(2-isopropylphenyl)-9-(4-(1-methyl-4-(trifluoromethyl)-1H-imidazol-2-yl)benzyl)-7,9-dihydro-8H-purin-8-one